N-[2-[4-(hydroxymethyl)cyclohexyl]-6-methoxy-indazol-5-yl]pyrimidine-2-carboxamide OCC1CCC(CC1)N1N=C2C=C(C(=CC2=C1)NC(=O)C1=NC=CC=N1)OC